L-β-aspartyl phosphoramidate P(OC(C[C@H](N)C(=O)O)=O)([O-])(=O)N